4-((4-bromophenyl)sulfonamido)-N-(3-(N,N-dimethylsulfamoyl)-4-methylphenyl)benzamide BrC1=CC=C(C=C1)S(=O)(=O)NC1=CC=C(C(=O)NC2=CC(=C(C=C2)C)S(N(C)C)(=O)=O)C=C1